N-((7'-methoxy-1',3'-dimethyl-2'-oxo-1',2',3,4-tetrahydro-2H-[1,5'-biquinolin]-7-yl)sulfonyl)acetamide COC=1C=C(C=2C=C(C(N(C2C1)C)=O)C)N1CCCC2=CC=C(C=C12)S(=O)(=O)NC(C)=O